nitronium nitrate [N+](=O)([O-])[O-].O=[N+]=O